2-amino-2-deoxy-D-glucose N[C@@H](C=O)[C@@H](O)[C@H](O)[C@H](O)CO